(S)-N-(4-(4-amino-1-methyl-7-(6-methylpyridin-3-yl)-1H-pyrazolo[4,3-c]pyridin-3-yl)-2-(1-(4-fluorophenyl)ethoxy)phenyl)-1,1-difluoromethanesulfonamide NC1=NC=C(C2=C1C(=NN2C)C2=CC(=C(C=C2)NS(=O)(=O)C(F)F)O[C@@H](C)C2=CC=C(C=C2)F)C=2C=NC(=CC2)C